2-(4-(3-fluorophenyl)-3,5-dimethyl-1H-pyrazol-1-yl)-5-(isopropylthio)-4-(4-(trifluoromethyl)phenyl)thiazole FC=1C=C(C=CC1)C=1C(=NN(C1C)C=1SC(=C(N1)C1=CC=C(C=C1)C(F)(F)F)SC(C)C)C